C(CCCCCCC\C=C/CCCCCCCC)N(CN1N=NC2=C1C=CC=C2C)CCCCCCCC\C=C/CCCCCCCC N,N-dioleyl-4-methylbenzotriazole-1-methylamine